(S)-2-(benzylamino)-5,5-dimethylhexanoic acid hydrochloride Cl.C(C1=CC=CC=C1)N[C@H](C(=O)O)CCC(C)(C)C